3-{[4-(2-methylpropyloxy)phenyl]methyl}urea CC(COC1=CC=C(C=C1)CNC(N)=O)C